C(CCCCC)NC1=NC(=NC(=N1)S)S 6-(hexylamino)-1,3,5-triazine-2,4-dithiol